CC1=NC=C(C(=C1O)CO)COP(=O)(O)O The molecule is a vitamin B6 phosphate. It has a role as an Escherichia coli metabolite and a mouse metabolite. It derives from a pyridoxine. It is a conjugate acid of a pyridoxine 5'-phosphate(2-).